C(=O)C=1C=CC(=C(C(=O)OC(C)(C)C)C1)OS(=O)(=O)C(F)(F)F tert-butyl 5-formyl-2-(((trifluoromethyl)sulfonyl)oxy)benzoate